FC1=C(C=CC(=C1)C1=NOC(=N1)C(F)(F)F)C(CSC=1C=NC=NC1)=O 1-(2-fluoro-4-(5-(trifluoromethyl)-1,2,4-oxadiazol-3-yl)phenyl)-2-(pyrimidin-5-ylsulfanyl)ethan-1-one